2,3-difluoro-4-((2-fluoro-6-(pyrrolidin-1-ylmethyl)benzyl)amino)-N-(isoxazol-3-yl)benzenesulfonamide 2,2,2-trifluoroacetate FC(C(=O)O)(F)F.FC1=C(C=CC(=C1F)NCC1=C(C=CC=C1CN1CCCC1)F)S(=O)(=O)NC1=NOC=C1